3-(3,6-dibromo-9H-carbazol-9-yl)propan-2-ol BrC=1C=CC=2N(C3=CC=C(C=C3C2C1)Br)CC(C)O